FC=1C(=CC2=C(N(C=N2)C2COC2)C1)C#CC1=NN(C(=C1C(=O)N)NC)[C@@H]1CN([C@H](C1)COC)C(C=C)=O 3-{2-[6-fluoro-1-(oxetan-3-yl)-1,3-benzodiazol-5-yl]Ethynyl}-1-[(3S,5R)-5-(methoxymethyl)-1-(prop-2-enoyl)pyrrolidin-3-yl]-5-(methylamino)pyrazole-4-carboxamide